C(CCC)C=1C(C2=CC=CC=C2C(C1)=O)=O 2-butyl-1,4-naphthoquinone